FC=1C=C2C(=NC1)O[C@H](C1=C(O2)C=CC=C1)CN |o1:8| (R*)-(3-fluoro-10H-benzo[5,6][1,4]dioxepino[2,3-b]pyridin-10-yl)methanamine